BrC1=CC=CC=2N1C=C(N2)CBr 5-bromo-2-(bromomethyl)imidazo[1,2-a]pyridine